Lanthanum Calcium Manganite [Mn](=O)([O-])[O-].[Ca+2].[La+3]